4-(4-chlorophenyl)-1-((1-(2-fluoro-6-chlorophenyl)-5-((S)-1-hydroxyethyl)-1H-1,2,4-triazol-3-yl)methyl)-3-((S)-3,3,3-trifluoro-2-hydroxypropyl)-1,3-dihydro-2H-imidazol-2-one ClC1=CC=C(C=C1)C=1N(C(N(C1)CC1=NN(C(=N1)[C@H](C)O)C1=C(C=CC=C1Cl)F)=O)C[C@@H](C(F)(F)F)O